3-[2-[(E,3R)-5-[3-(benzenesulfonylamino)phenyl]-3-hydroxypent-4-enoxy]phenyl]propanoic acid C1(=CC=CC=C1)S(=O)(=O)NC=1C=C(C=CC1)/C=C/[C@@H](CCOC1=C(C=CC=C1)CCC(=O)O)O